C(CCC)(=O)[O-].[K+].N1C=CC2=CC=CC=C12 indole potassium butyrate salt